rac-1-methyl-4-{4-[5-(2-methylphenyl)-1,3,4-oxadiazol-2-yl]piperidin-1-yl}-7-{[oxan-3-yl]oxy}-2-oxo-1,2-dihydroquinoline-3-carboxamide CN1C(C(=C(C2=CC=C(C=C12)O[C@H]1COCCC1)N1CCC(CC1)C=1OC(=NN1)C1=C(C=CC=C1)C)C(=O)N)=O |r|